COC1=C(C=C(C=C1)C(C(=O)C1=C(C=C(C=C1OC)OC)O)=C)C(C(=O)C1=C(C=C(C=C1OC)OC)O)=C (4-Methoxy-1,3-phenylene)bis(2'-hydroxy-4',6'-dimethoxyacrylophenone)